N[C@]1(CN(CC1)C1=CC=C(C=C1)N1C=NC(=C1)NC=1N=CC(=NC1)C#N)C (R)-5-((1-(4-(3-Amino-3-methylpyrrolidin-1-yl)phenyl)-1H-imidazol-4-yl)amino)pyrazine-2-carbonitrile